N-(Pyrazin-2-ylmethyl)oxetane-3-carboxamide N1=C(C=NC=C1)CNC(=O)C1COC1